Methyl (E,6R)-6-[tert-butyl(dimethyl)silyl]oxy-8-(4,4,5,5-tetramethyl-1,3,2-dioxaborolan-2-yl)oct-7-enoate [Si](C)(C)(C(C)(C)C)O[C@H](CCCCC(=O)OC)\C=C\B1OC(C(O1)(C)C)(C)C